5-(1-(1-(3-methoxy-phenyl)ethyl)-1H-pyrazol-4-yl)-1-methyl-pyridin-2(1H)-one COC=1C=C(C=CC1)C(C)N1N=CC(=C1)C=1C=CC(N(C1)C)=O